Cl.NC(=N)N.NC(=N)N diguanidine hydrochloride